tert-Butyl (2S,3R)-2-[(3-chloro-2-fluorophenyl)methyl]-4,4-difluoro-3-[(methanesulfonyl)amino]pyrrolidine-1-carboxylate ClC=1C(=C(C=CC1)C[C@@H]1N(CC([C@@H]1NS(=O)(=O)C)(F)F)C(=O)OC(C)(C)C)F